NC=1C(C2=CC=CC=C2C(C1)=O)=O AMINONAPhTHOQUINONE